(+/-)-1-(2-fluoro-5-methylbenzyl)-N3-methyl-N5-((trans)-2-methylcyclopropyl)-2-oxo-1,2-dihydropyridine-3,5-dicarboxamide FC1=C(CN2C(C(=CC(=C2)C(=O)N[C@H]2[C@@H](C2)C)C(=O)NC)=O)C=C(C=C1)C |r|